ClC1=C(C=CC=C1C#C)[C@]1(N/C(/N(C(C1)=O)[C@@H]1C[C@@H](OCC1)C)=N\C(OC(C)(C)C)=O)C tert-Butyl (NE)-N-{(4S)-4-(2-chloro-3-ethynylphenyl)-4-methyl-1-[(2S,4S)-2-methyl-tetrahydropyran-4-yl]-6-oxohexahydropyrimidin-2-ylidene}carbamate